C(CCC)C1(CN(C2=C(S(C1)(=O)=O)C=C(C(=C2)SC)CNC2(CC2)C(=O)O)C2=CC(=C(C=C2)OC)F)CCCC 1-(((3,3-dibutyl-5-(3-fluoro-4-methoxyphenyl)-7-methylsulfanyl-1,1-dioxo-2,3,4,5-tetrahydrobenzo[b][1,4]thiazepin-8-yl)methyl)amino)cyclopropanecarboxylic acid